dl-2,6-dimethylphenylcarbodiimide CC1=C(C(=CC=C1)C)N=C=N